C1NCC2=C(C=CC=C12)N1CC(CCC1)O 1-(Isoindolin-4-yl)piperidin-3-ol